3,5,6-trichloro-4-phthalimidopyridine ClC=1C=NC(=C(C1N1C(C=2C(C1=O)=CC=CC2)=O)Cl)Cl